(Z)-N-((4-(2-cyano-3-hydroxy-3-(5-methylisoxazol-4-yl)acrylamido)phenyl)sulfamoyl)-N-(3,5-dimethylisoxazol-4-yl)-5-methylisoxazole-4-carboxamide C(#N)/C(/C(=O)NC1=CC=C(C=C1)NS(=O)(=O)N(C(=O)C=1C=NOC1C)C=1C(=NOC1C)C)=C(\C=1C=NOC1C)/O